2-(2,4-difluoro-5-(2-(((S)-phenyl((R)-1,2,3,4-tetrahydro-1,5-naphthyridin-3-yl)methyl)amino)ethyl)phenyl)-2-methylpropanoic acid FC1=C(C=C(C(=C1)F)CCN[C@@H]([C@H]1CNC2=CC=CN=C2C1)C1=CC=CC=C1)C(C(=O)O)(C)C